9-(4-acetamidophenyl)acridine C(C)(=O)NC1=CC=C(C=C1)C=1C2=CC=CC=C2N=C2C=CC=CC12